BrC=1C=NN2C1N=C(N=C2NCC2=NC1=C(N2)C=CC=C1F)N1C[C@H](O[C@H](C1)C)C 8-bromo-2-[(2R,6S)-2,6-dimethylmorpholin-4-yl]-N-[(4-fluoro-1H-benzimidazol-2-yl)methyl]pyrazolo[1,5-a][1,3,5]triazin-4-amine